NC1=NC=C(C2=C1C=NN2)NC(C(=O)N2[C@H](CC[C@@H](C2)C)C=2C=CC1=C(N=CS1)C2)=O N-(4-amino-1H-pyrazolo[4,3-c]pyridin-7-yl)-2-[(2R,5S)-2-(1,3-benzothiazol-5-yl)-5-methyl-1-piperidyl]-2-oxo-acetamide